tert-Butyl N-(4-amino-3-triethylsilyloxy-butyl)carbamate NCC(CCNC(OC(C)(C)C)=O)O[Si](CC)(CC)CC